SC(C(=O)O)CCCCCC\C=C/C[C@H](O)CCCCCC mercaptoricinoleic acid